C(C)(C)(C)OC(=O)N1[C@@H](CC(C[C@@H]1C)OCC[C@@H]1CC[C@H](CC1)N)C (2R,4r,6S)-tert-butyl-4-(2-((trans)-4-aminocyclohexyl) ethoxy)-2,6-dimethylpiperidine-1-carboxylate